Methyl (((3-aminoadamantan-1-yl)oxy)carbonyl)-L-tryptophanate NC12CC3(CC(CC(C1)C3)C2)OC(=O)N[C@@H](CC2=CNC3=CC=CC=C23)C(=O)OC